1,2,3,4-tetramethyl-cyclopentadienyl-hafnium trichloride [Cl-].[Cl-].[Cl-].CC1(C(=C(C(=C1)C)C)C)[Hf+3]